(2S,3S,4R,5R)-5-(2-(2-Chloro-1-methyl-1H-imidazol-5-yl)-6-(methylamino)-9H-purin-9-yl)-N-ethyl-3,4-dihydroxytetrahydrofuran-2-carboxamide ClC=1N(C(=CN1)C1=NC(=C2N=CN(C2=N1)[C@H]1[C@@H]([C@@H]([C@H](O1)C(=O)NCC)O)O)NC)C